CC1CCC(NC1)C=1C=C2CCC(NC2=CC1)=O 6-(5-methyl-2-piperidyl)-3,4-dihydro-1H-Quinolin-2-one